3-methyl-5-(N-(4-(carboxymethyl)benzyl)-N-phenethylsulfamoyl)benzofuran-2-carboxylic acid CC1=C(OC2=C1C=C(C=C2)S(N(CCC2=CC=CC=C2)CC2=CC=C(C=C2)CC(=O)O)(=O)=O)C(=O)O